C(#N)C=1C(=NC(=CC1C(F)(F)F)OC)N1[C@@H](C[C@@H](C1)O)C(=O)N(C=1C=C(C=CC1)C)C (2s,4s)-1-(3-cyano-6-methoxy-4-(trifluoromethyl)pyridin-2-yl)-4-hydroxy-N-methyl-N-(m-tolyl)pyrrolidine-2-carboxamide